C(C1=CC=CC=C1)OC[C@@]1(NCCC1)C(=O)OC (R)-methyl 2-((benzyloxy)methyl)pyrrolidine-2-carboxylate